(S)-5-methoxy-4-(3-methylpiperazin-1-yl)pyrimidine TFA salt OC(=O)C(F)(F)F.COC=1C(=NC=NC1)N1C[C@@H](NCC1)C